methyl 2-cyclopropyl-4-((2-(4-((3,4-dihydroxybutyl)carbamoyl)phenyl)-3-oxo-2,8-diazaspiro[4.5]decan-8-yl)methyl)-5-ethoxybenzoate C1(CC1)C1=C(C(=O)OC)C=C(C(=C1)CN1CCC2(CC(N(C2)C2=CC=C(C=C2)C(NCCC(CO)O)=O)=O)CC1)OCC